CC(=C)C(CC1=CC(=CC2=C1OC(C=C2)(C)C)C3=CC(=O)C4=C(C=C(C=C4O3)O)O)O The molecule is an extended flavonoid that is 2',2'-dimethyl-2'H,4H-2,6'-bichromen-4-one substituted by hydroxy groups at positions 5 and 7 and a 2-hydroxy-3-methylbut-3-en-1-yl group at position 8'. Isolated from Epimedium sagittatum, it exhibits inhibitory activity against platelet aggregation. It has a role as a metabolite and a platelet aggregation inhibitor. It is a dihydroxyflavone, an extended flavonoid and a secondary alcohol.